COC1=CC=C(C=C1)C1(C=CC2=C(O1)C=1C=C(C(=CC1C1=C2C(C2=CC(=CC=C21)C(F)(F)F)(C)C)OC)OC)C2=CC=C(C=C2)OCCO 3-(4-methoxyphenyl)-3-(4-(2-hydroxyethoxy)phenyl)-6,7-dimethoxy-11-trifluoromethyl-13,13-dimethyl-3H,13H-indeno[2',3':3,4]naphtho[1,2-b]pyran